CN1N=CC2=CC(=CC=C12)C1=CC=C2C(=N1)SC(=C2)[C@@H](O)C2CCOCC2 (S)-(6-(1-methyl-1H-indazol-5-yl)thieno[2,3-b]pyridin-2-yl)(tetrahydro-2H-pyran-4-yl)methanol